ClC=1C2=C(N=C(N1)C1=CN=CN1C)SC(=C2)C 4-chloro-6-methyl-2-(1-methyl-1H-imidazol-5-yl)thieno[2,3-d]pyrimidine